methyl 6-((5-(2-(2-aminopyridin-3-yl)-5-phenyl-3H-imidazo[4,5-b]pyridin-3-yl)-6-methylpyridin-2-yl)carbamoyl)spiro[3.3]heptane-2-carboxylate NC1=NC=CC=C1C1=NC=2C(=NC(=CC2)C2=CC=CC=C2)N1C=1C=CC(=NC1C)NC(=O)C1CC2(CC(C2)C(=O)OC)C1